BrCC1=CC(=CC=C1)OCCOC 1-bromomethyl-3-(2-methoxyethoxy)benzene